N-methyl-5-(4-(3-(4-oxo-5-(trifluoromethyl)-3,4-dihydropyrrolo[2,1-f][1,2,4]triazin-2-yl)cyclopentyl)piperazin-1-yl)picolinamide CNC(C1=NC=C(C=C1)N1CCN(CC1)C1CC(CC1)C1=NN2C(C(N1)=O)=C(C=C2)C(F)(F)F)=O